5-(2-chloro-5-methylpyrimidin-4-yl)-3a-methyl-hexahydropyrrolo[3,4-c]pyrrole-2(1H)-carboxylic acid tert-butyl ester C(C)(C)(C)OC(=O)N1CC2CN(CC2(C1)C)C1=NC(=NC=C1C)Cl